ClC1=C(C=C(C=C1)C1=CN(C(C=C1)=O)C(C)C)CC(C(=O)NC1=CC=C(C=C1)C1=NN=CN1C)NC(C(C)(C)C)=O N-[1-[[2-chloro-5-(1-isopropyl-6-oxo-3-pyridyl)phenyl]methyl]-2-[4-(4-methyl-1,2,4-triazol-3-yl)anilino]-2-oxo-ethyl]-2,2-dimethyl-propanamide